FCCOC1=NC=CC(=C1)CN (2-(2-Fluoroethoxy)pyridin-4-yl)methanamine